2-(isoindolin-2-yl)pyrimidine-4-carbonitrile C1N(CC2=CC=CC=C12)C1=NC=CC(=N1)C#N